Methyl 6-(4-chlorophenyl)-2-(1-methyl-1H-pyrazol-3-yl)-3-oxo-2,3-dihydropyridazine-4-carboxylate ClC1=CC=C(C=C1)C=1C=C(C(N(N1)C1=NN(C=C1)C)=O)C(=O)OC